p-Toluenesulfonic Acid Trimethylsilyl Ester C[Si](C)(C)OS(=O)(=O)C1=CC=C(C)C=C1